8-benzyl-3-((6-methylimidazo[1,2-a]pyridin-2-yl)methyl)pyrido[4,3-d]pyrimidin-4(3H)-one C(C1=CC=CC=C1)C1=CN=CC2=C1N=CN(C2=O)CC=2N=C1N(C=C(C=C1)C)C2